3-butyl-3-hydroxy-2-(4-isopropylbenzyl)-2,3,4,5-tetrahydro-1H-isoindol-1-one C(CCC)C1(N(C(C=2C=CCCC12)=O)CC1=CC=C(C=C1)C(C)C)O